NCCOCCOCCC(=O)NC(C(=O)NCCOCCOCCOCCOCCC)CCCCNC(CCOCCOCCN)=O 1-[2,6-bis({3-[2-(2-aminoethoxy)ethoxy]propionamido})hexanamido]-3,6,9,12-tetraoxapentadecane